4-(tributylstannyl)-1,3-thiazole C(CCC)[Sn](C=1N=CSC1)(CCCC)CCCC